1H-indol-2-yl(1,3,4,5-tetrahydropyrido[4,3-b]indol-2-yl)methanone N1C(=CC2=CC=CC=C12)C(=O)N1CC2=C(NC=3C=CC=CC23)CC1